4alpha-hydroxymethyl-5alpha-cholesta-8-en-3beta-ol OC[C@H]1[C@@H]2CCC=3[C@@H]4CC[C@H]([C@@H](CCCC(C)C)C)[C@]4(CCC3[C@]2(CC[C@@H]1O)C)C